[Cu].O water copper salt